oxazol-2-yl-1H-1,6-naphthyridin O1C(=NC=C1)N1CC=CC2=CN=CC=C12